C(N)(=O)C1=NN(C(=C1)CNC(OC(C)(C)C)=O)C tert-butyl ((3-carbamoyl-1-methyl-1H-pyrazol-5-yl)methyl)carbamate